BrC(C(=O)N)(CC#N)Br 2,2-dibromo-3-cyanopropionamide